OC=1C(=NC=C(C1)C=1C=NN(C1)C1=CC=CC=C1)C(=O)NCC1(CCC1)C(=O)O 1-((3-Hydroxy-5-(1-phenyl-1H-pyrazol-4-yl)pyridineamido)methyl)cyclobutane-1-carboxylic acid